((3-cyclopropyl-1-methyl-1H-pyrazol-5-yl)sulfonyl)-3-(3-methoxyazetidin-1-yl)-1-oxa-8-azaspiro[4.5]decane C1(CC1)C1=NN(C(=C1)S(=O)(=O)C1OC2(CC1N1CC(C1)OC)CCNCC2)C